C(C1=CC=CC=C1)N1C(COCC1=O)C(=O)N1CCC(CC1)OC=1C=CC=C2C(=NN(C12)C)C1C(NC(CC1)=O)=O 3-(7-((1-(4-Benzyl-5-oxomorpholine-3-carbonyl)piperidin-4-yl)oxy)-1-methyl-1H-indazol-3-yl)piperidine-2,6-dione